C(C)(=O)N(N)CC N-acetyl-N-ethylhydrazine